4-(naphthalen-2-yl)-2,6-bis(propan-2-yl)aniline C1=C(C=CC2=CC=CC=C12)C1=CC(=C(N)C(=C1)C(C)C)C(C)C